CC1(CCC1)N[C@H](C)C1=CC=C2CNC(C2=C1)=O 6-((R)-1-((1-methylcyclobutyl)amino)ethyl)isoindolin-1-one